C(=C)C1C(C1)(C(=O)O)C(=O)O.[In] indium 2-vinylcyclopropane-1,1-dicarboxylic acid